N[C@H](CC1(CCC2(C(=NNC(O2)=O)C2=C(C=C(C=C2)F)Br)CC1)O)C cis-9-((S)-2-aminopropyl)-5-(2-bromo-4-fluorophenyl)-9-hydroxy-1-oxa-3,4-diazaspiro[5.5]undeca-4-en-2-one